O-(1H-benzotriazol-1-yl)uronium hexafluorophosphate F[P-](F)(F)(F)(F)F.N1(N=NC2=C1C=CC=C2)OC(=[NH2+])N